COC1C(=CC=CN1)C(F)(F)F 6-methoxy-5-(trifluoromethyl)-1,6-dihydropyridine